(methyl-3,9-diazaspiro[5.5]undec-3-yl)aniline CC1CN(CCC12CCNCC2)NC2=CC=CC=C2